NC(C(=O)O)(CCCCB(O)O)CC1CNC1 2-amino-2-(azetidin-3-ylmethyl)-6-boronohexanoic acid